4-(((3S,4R)-1-((2-cyano-4-(trifluoromethyl)phenyl)sulfonyl)-4-hydroxy-4-(hydroxymethyl)pyrrolidin-3-yl)oxy)-2-fluoro-5-isopropoxybenzonitrile C(#N)C1=C(C=CC(=C1)C(F)(F)F)S(=O)(=O)N1C[C@@H]([C@@](C1)(CO)O)OC1=CC(=C(C#N)C=C1OC(C)C)F